2-fluoro-4-methyl-5-(4,4,5,5-tetramethyl-1,3,2-dioxaborolan-2-yl)-N-(4-(trifluoromethyl)pyridin-2-yl)benzamide FC1=C(C(=O)NC2=NC=CC(=C2)C(F)(F)F)C=C(C(=C1)C)B1OC(C(O1)(C)C)(C)C